1,1,3,3-tetramethylbutylperoxy-2-ethyl-hexanoate CC(CC(C)(C)C)(C)OOC(C(=O)[O-])(CCCC)CC